C(CCCCCCC)(=O)O.C(CCCCCCC)(=O)O.C(CCCCCCC)(=O)O.C(O)C(CC)(CO)CO trimethylolpropane trisoctanoate